C(#CC)C=1C=NC=C(C1)C#C[Si](C)(C)C 3-(prop-1-yn-1-yl)-5-((trimethylsilyl)ethynyl)pyridine